C1(CCCCC1)N1C(=O)C2C3C=CC(C2C1=O)C3 N-cyclohexylbicyclo[2.2.1]Hept-5-ene-2,3-dicarboximide